C1(CC1)N1C[C@@H](CCC1)NC1=NN=C(C=2CCCCC12)C1=C(C=C(C#N)C=C1)O (R)-4-(4-((1-cyclopropylpiperidin-3-yl)amino)-5,6,7,8-tetrahydrophthalazin-1-yl)-3-hydroxybenzonitrile